tert-Butyl 2-chloro-6-(3-isobutoxypyrazol-1-yl)pyridine-3-carboxylate ClC1=NC(=CC=C1C(=O)OC(C)(C)C)N1N=C(C=C1)OCC(C)C